ClC=1C=C(C=C(C1)Cl)C=1OC2=C(N1)C=CC(=C2)C(=O)OC(CC=2NC=CN2)C 1-(1H-imidazol-2-yl)propan-2-yl 2-(3,5-dichlorophenyl)benzo-[d]oxazole-6-carboxylate